C(C(C)C)OC(=O)N1C(CNCC1)C1=NC=CC=C1 pyridin-2-ylPiperazine-1-carboxylic acid isobutyl ester